[K+].CC=1C=C2C=CC(=CN2C1C(=O)[O-])OCC=1C(=NC=CC1)C(F)(F)F 2-methyl-6-((2-(trifluoromethyl)pyridin-3-yl)methoxy)indolizine-3-carboxylic acid potassium salt